2α,3α,23-trihydroxyolean-12-en-28-oic acid C[C@@]12CC[C@@H]3[C@@]([C@H]1CC=C4[C@]2(CC[C@@]5([C@H]4CC(CC5)(C)C)C(=O)O)C)(C[C@H]([C@H]([C@@]3(C)CO)O)O)C